(2-cyclobutyl-7-isopropyl-4-oxo-2,4-dihydro-5H-pyrazolo[3,4-d]pyridazin-5-yl)-N-(pyrimidin-2-yl)acetamide C1(CCC1)N1N=C2C(=NN(C(C2=C1)=O)CC(=O)NC1=NC=CC=N1)C(C)C